4,6-bis-diphenylphosphino-9,9-dimethylxanthene C1(=CC=CC=C1)P(C1=CC=CC=2C(C3=CC=C(C=C3OC12)P(C1=CC=CC=C1)C1=CC=CC=C1)(C)C)C1=CC=CC=C1